tert-butyl 2-(6-(3-(1-cyanoethyl)-1H-pyrrolo[2,3-b]pyridin-5-yl)isochroman-8-yl)pyrrolidine-1-carboxylate C(#N)C(C)C1=CNC2=NC=C(C=C21)C=2C=C1CCOCC1=C(C2)C2N(CCC2)C(=O)OC(C)(C)C